C1(CC1)C(C)C=1C(=C2CCCC2=CC1)NC(=O)NS(=O)(=N)C=1SC(=CC1)C(C)(C)O N-((5-(1-cyclopropylethyl)-2,3-dihydro-1H-inden-4-yl)carbamoyl)-5-(2-hydroxypropan-2-yl)thiophene-2-sulfonimidamide